8-cyano-2-(3-iodophenyl)-2-methyloctanoic acid C(#N)CCCCCCC(C(=O)O)(C)C1=CC(=CC=C1)I